(1S,3S)-3-((6-(5-((((Cyclobutylmethyl)(methyl)carbamoyl)oxy)methyl)-1-methyl-1H-pyrazol-4-yl)pyridin-3-yl)oxy)cyclohexan C1(CCC1)CN(C(=O)OCC1=C(C=NN1C)C1=CC=C(C=N1)OC1CCCCC1)C